8-chloro-9-fluoro-1-methyl-2,3,4,5-tetrahydro-1H-benzo[d]azepine ClC=1C=CC2=C(C(CNCC2)C)C1F